5-Amino-8-(2-furyl)-1-methyl-3-[2-[2-oxo-5-(trifluoromethyl)-1-pyridyl]ethyl]-[1,2,4]triazolo[5,1-f]purin-2-one NN1C=NC(=C2N3C(N=C12)N(C(N3C)=O)CCN3C(C=CC(=C3)C(F)(F)F)=O)C=3OC=CC3